trans-3-((Cyclopropylmethyl)amino)-8-((R)-3,4-dimethylpiperazin-1-yl)-5-(4-hydroxycyclohexyl)pyrimido[4,5-c]isoquinolin-6(5H)-one C1(CC1)CNC=1N=CC2=C(N(C(C=3C=C(C=CC23)N2C[C@H](N(CC2)C)C)=O)[C@@H]2CC[C@H](CC2)O)N1